2-(methylamino)-1,3-thiazole-4-carboxamide CNC=1SC=C(N1)C(=O)N